2-(6-(((1s,4s)-4-(hydroxymethyl)cyclohexyl)amino)hexyl)-2-methylmalonate OCC1CCC(CC1)NCCCCCCC(C(=O)[O-])(C(=O)[O-])C